ClC1=C2C(=CNC2=C(C=C1)N1C[C@H](CCC1)C1=CC=C(C=C1)N1CCC(CC1)CN1CCC(CC1)C=1N(C2=CC(=C(C=C2C1)F)N1C(NC(CC1)=O)=O)C)C#N 4-Chloro-7-[(3R)-3-{4-[4-({4-[6-(2,4-dioxo-1,3-diazinan-1-yl)-5-fluoro-1-methyl-1H-indol-2-yl]piperidin-1-yl}methyl)piperidin-1-yl]phenyl}piperidin-1-yl]-1H-indole-3-carbonitrile